Cl.ClCCN1CCC(CC1)C#N 1-(2-chloroethyl)piperidine-4-carbonitrile hydrochloride